ClC1=C(C=CC=C1)C(C#N)O 2-chloro-alpha-hydroxyphenylacetonitrile